N1C[C@@H](CC1)NC1=CC=CC(=N1)C1=CN=C2N1C=C(N=C2)C(C)(C)O 2-[3-[6-[[(3R)-pyrrolidin-3-yl]amino]-2-pyridyl]imidazo[1,2-a]pyrazin-6-yl]propan-2-ol